4-methoxybenzylphenylacetate COC1=CC=C(CC(C(=O)[O-])C2=CC=CC=C2)C=C1